FC1=C(C(=O)C2=CC=C(C(=O)N[C@H]3[C@@H](CCC3)NC(=O)C3=CC=NC=C3)C=C2)C(=CC=C1OC)OC N-[(1R,2R)-2-[4-(2-fluoro-3,6-dimethoxybenzoyl)benzamido]cyclopentyl]pyridine-4-carboxamide